C1(CC1)C=1N=NN(C1)[C@H](C(=O)N1[C@@H](C[C@H](C1)O)C(=O)NC)C1CCNCC1 (2S,4R)-1-((S)-2-(4-cyclopropyl-1H-1,2,3-triazol-1-yl)-2-(piperidin-4-yl)acetyl)-4-hydroxy-N-methylpyrrolidine-2-carboxamide